(E)-4-fluoro-piperidine-1-carboxylic acid tert-butyl ester C(C)(C)(C)OC(=O)N1CCC(CC1)F